N-[cyclooctyl-(4,7-difluoro-1H-benzoimidazol-2-yl)methyl]-3-methylisoxazole-4-carboxamide C1(CCCCCCC1)C(NC(=O)C=1C(=NOC1)C)C1=NC2=C(N1)C(=CC=C2F)F